3-(3-(4-((pyridin-3-ylamino)methyl)phenoxy)azetidin-1-yl)-2-(1H-pyrrole-1-yl)benzoic acid N1=CC(=CC=C1)NCC1=CC=C(OC2CN(C2)C=2C(=C(C(=O)O)C=CC2)N2C=CC=C2)C=C1